N-(3-bromo-1H-pyrrolo[2,3-c]pyridin-5-yl)acetamide BrC1=CNC2=CN=C(C=C21)NC(C)=O